(2S)-2-hydroxy-3-[[7-(5-methyl-1,2,4-oxadiazol-3-yl)-1-isoquinolyl]amino]-N-(7-propoxy-1,3-benzothiazol-2-yl)propanamide O[C@H](C(=O)NC=1SC2=C(N1)C=CC=C2OCCC)CNC2=NC=CC1=CC=C(C=C21)C2=NOC(=N2)C